COC(=O)C=1C=C2C=C(NC2=CC1)COC1OCCCC1 2-(((tetrahydro-2H-pyran-2-yl)oxy)methyl)-1H-indole-5-carboxylic acid methyl ester